C(CCC)C1=NC(=C(C(N1C1=C(C=CC=C1OC)OC)=O)CC1=CC=C(C=C1)N1C(C=CC(=C1)C)=O)O 2-butyl-3-(2,6-dimethoxyphenyl)-6-hydroxy-5-{[4-(5-methyl-2-oxo-1,2-dihydropyridin-1-yl)phenyl]methyl}-3,4-dihydropyrimidin-4-one